FC1=CC2=C(N=CS2)C=C1NC1=C2C(=NC=C1)SC(=C2)[C@H]2CCN([C@@]21COCC1)C 6-Fluoro-N-(2-((4S,5R)-1-methyl-7-oxa-1-azaspiro[4.4]nonan-4-yl)thieno[2,3-b]pyridin-4-yl)benzo[d]thiazol-5-amine